O1CC(CC1)C1=CC(=NO1)N 5-(tetrahydrofuran-3-yl)isoxazol-3-amine